2-[4-[3-[1-(5-ethoxypyrimidin-2-yl)-4-piperidyl]propoxy]-2-fluoro-phenyl]-1-[(3S)-3-[[[2,3-dihydroxy-2-(hydroxymethyl)propyl]amino]methyl]pyrrolidin-1-yl]ethanone C(C)OC=1C=NC(=NC1)N1CCC(CC1)CCCOC1=CC(=C(C=C1)CC(=O)N1C[C@@H](CC1)CNCC(CO)(CO)O)F